4-[4-(4-chlorophenoxy)piperidin-1-yl]-7-(2-methoxyethyl)-1-methyl-2-oxo-1,2-dihydroquinoline-3-carbonitrile ClC1=CC=C(OC2CCN(CC2)C2=C(C(N(C3=CC(=CC=C23)CCOC)C)=O)C#N)C=C1